C(CCC)OC1=CC=C(C=C1)C1=CN=CC(=N1)C(=O)N/N=C/C1=CC(=CC(=C1)C)C (E)-6-(4-butoxyphenyl)-N'-(3,5-dimethylbenzylidene)pyrazine-2-carbohydrazide